ClC1=CC=C(C=C1)C(C#C)(C)C=1N=C(SC1)NC(=O)NCC(O)([2H])[2H] [4-[1-(4-chlorophenyl)-1-methyl-prop-2-ynyl]thiazol-2-yl]-3-(2,2-dideuterio-2-hydroxy-ethyl)urea